3-((3R,5S)-3-((5-(1,3,4-thiadiazol-2-yl)-1H-pyrrolo[2,3-b]pyridin-4-yl)amino)-5-methylpiperidin-1-yl)-3-oxopropanenitrile S1C(=NN=C1)C=1C(=C2C(=NC1)NC=C2)N[C@H]2CN(C[C@H](C2)C)C(CC#N)=O